ClC=1C(=NC=CC1)CN1N=C2C3=C(CCC2=C1)OC(=C3C)C(=O)NC[C@H]3OCCOC3 2-[(3-Chloropyridin-2-yl)methyl]-N-[(2R)-1,4-dioxan-2-ylmethyl]-8-methyl-4,5-dihydro-2H-furo[2,3-g]indazol-7-carboxamid